C1(CC1)[C@@H](C(F)(F)F)N[S@@](=O)C(C)(C)C (S)-N-((S)-1-cyclopropyl-2,2,2-trifluoroethyl)-2-methylpropane-2-sulfinamide